N-butyl methyl sulfide CCCCSC